lithium 5-(3-cyclopropylphenoxy)pyrazolo[1,5-b]pyridazine-4-carboxylate C1(CC1)C=1C=C(OC2=C(C=3N(N=C2)N=CC3)C(=O)[O-])C=CC1.[Li+]